5-fluoro-1H-pyrazolo[3,4-B]pyridine-3-formamide FC=1C=C2C(=NC1)NN=C2C(=O)N